O[C@@H]1[C@H](C[C@H](C1)N1C=2N=C(NC(C2N=C1)=O)N)CO (1S,2R,4R)-9-(1-hydroxy-2-hydroxymethylcyclopent-4-yl)guanine